hexadeca-8-yn-7,10-diol CCCCCCC(C#CC(CCCCCC)O)O